2-((2-ethyl-6-(2-(4-(1-methylazetidine-3-carbonyl)piperazin-1-yl)pyrimidin-5-yl)imidazo[1,2-a]pyridin-3-yl)(methyl)amino)-4-(4-fluorophenyl)thiazole-5-carbonitrile hydrochloride Cl.C(C)C=1N=C2N(C=C(C=C2)C=2C=NC(=NC2)N2CCN(CC2)C(=O)C2CN(C2)C)C1N(C=1SC(=C(N1)C1=CC=C(C=C1)F)C#N)C